potassium iodide Iodide salt [I-].[I-].[K+]